1-phenyl-1-butanol C1(=CC=CC=C1)C(CCC)O